P(OCC(C(=O)NC1=CC=C(C=C1)CCCCCCCCCC)NC(C(F)(F)F)=O)([O-])N (4-decylphenyl)amino-3-oxo-2-(2,2,2-trifluoroacetamido)propyl phosphoramidite